N-(2-Morpholinopyrimidin-4-yl)-3-phenylisoxazol-5-amine O1CCN(CC1)C1=NC=CC(=N1)NC1=CC(=NO1)C1=CC=CC=C1